ClC=1C=C(C=C(C1)Cl)N1CCN(CC1)S(=O)(=O)C1=CC(=C(C=C1)[N+](=O)[O-])OC 1-(3,5-dichlorophenyl)-4-((3-methoxy-4-nitrophenyl)sulfonyl)-piperazine